CC1N(C(CC1)C)C(=O)NC(C(=O)O)CCN(CCOCC(F)(F)F)CCCCC1=NC=2NCCCC2C=C1 2-[[2,5-dimethylpyrrolidine-1-carbonyl]amino]-4-[4-(5,6,7,8-tetrahydro-1,8-naphthyridin-2-yl)butyl-[2-(2,2,2-trifluoroethoxy)ethyl]amino]butanoic acid